2,6-difluoro-4-(2-hydroxyethyl)benzonitrile FC1=C(C#N)C(=CC(=C1)CCO)F